5-[2-[(5-amino-3-pyridyl)sulfonylamino]-6-(2,6-dimethylphenyl)pyrimidin-4-yl]oxy-1-tert-butoxycarbonyl-piperidine-3-carboxylic acid NC=1C=C(C=NC1)S(=O)(=O)NC1=NC(=CC(=N1)OC1CC(CN(C1)C(=O)OC(C)(C)C)C(=O)O)C1=C(C=CC=C1C)C